[Sn].[Zn].[Ag] Silver-zinc-tin